(11R)-12-(3-benzyloxycyclobutyl)-6-(2,6-dimethylphenyl)-11-isobutyl-2,2-dioxo-9-oxa-2λ6-thia-3,5,12,19-tetrazatricyclo[12.3.1.14,8]nonadeca-1(18),4,6,8(19),14,16-hexaen-13-one C(C1=CC=CC=C1)OC1CC(C1)N1[C@@H](COC=2C=C(N=C(NS(C=3C=CC=C(C1=O)C3)(=O)=O)N2)C2=C(C=CC=C2C)C)CC(C)C